O1C(=CC=C1)C(=O)N1CCN(CC1)C(NC1=CC=C(C=C1)[N+](=O)[O-])=S 4-(furan-2-carbonyl)-N-(4-nitrophenyl)piperazine-1-thiocarboxamide